C(#N)C=1C(=NN(C1C1=CC=C(C=C1)OC)C1=CC=C(C=C1)S(=O)(=O)N)C(F)(F)F 4-[4-cyano-5-(p-methoxyphenyl)-3-(trifluoromethyl)-1H-pyrazol-1-yl]benzenesulfonamide